Cl.N(=[N+]=[N-])CCOC[C@]1(C[C@H](NC1)C(=O)OCC)F ethyl (2S,4R)-4-((2-azidoethoxy)methyl)-4-fluoropyrrolidine-2-carboxylate hydrochloride